tert-butyl (1S,4S)-5-(4-chloropyrido[3,2-d]pyrimidin-6-yl)-2,5-diazabicyclo[2.2.2]octane-2-carboxylate ClC=1C2=C(N=CN1)C=CC(=N2)N2[C@@H]1CN([C@H](C2)CC1)C(=O)OC(C)(C)C